[C].FC=1C=C(C=CC1OC)C(=O)N1CC2=C(N=C(N=C2)C2=NC=CC=C2)CC1 (3-fluoro-4-methoxy-phenyl)-[2-(2-pyridyl)-7,8-dihydro-5H-pyrido[4,3-d]pyrimidin-6-yl]methanone carbon